1-methyl-2-oxoindoline-6-carboxamide CN1C(CC2=CC=C(C=C12)C(=O)N)=O